7-(1-(3-((2-(2,6-dioxopiperidin-3-yl)-1-oxoisoindoline-4-yl)thio)propionyl)piperidine-4-yl)-2-(4-phenoxyphenyl)-4,5,6,7-tetrahydropyrazolo[1,5-a]pyrimidine-3-carboxamide O=C1NC(CCC1N1C(C2=CC=CC(=C2C1)SCCC(=O)N1CCC(CC1)C1CCNC=2N1N=C(C2C(=O)N)C2=CC=C(C=C2)OC2=CC=CC=C2)=O)=O